(S)-2-((((2,6-difluorobenzyl)oxy)carbonyl)amino)-4-((2-methoxyethyl)(4-(5,6,7,8-tetrahydro-1,8-naphthyridin-2-yl)butyl)amino)butanoic acid FC1=C(COC(=O)N[C@H](C(=O)O)CCN(CCCCC2=NC=3NCCCC3C=C2)CCOC)C(=CC=C1)F